N-ethyl-N'-(3-(dimethylamino)propyl)carbodiimide hydrochloride Cl.C(C)N=C=NCCCN(C)C